BrC1=CC=C(C=C1)OS(=O)(=O)C1C2C(=C(C(C1)O2)C2=CC=C(C=C2)O)C2=CC=C(C=C2)NC(CCCCC[Se]C#N)=O 4-bromophenyl-5-(4-hydroxyphenyl)-6-(4-(6-selenocyanohexanamido) phenyl)-7-oxabicyclo[2.2.1]hept-5-ene-2-sulfonate